OC[C@@H]1N(CCCC1)C(=O)OC(C)(C)C tert-butyl (2R)-2-(hydroxymethyl)piperidine-1-carboxylate